(cis-3-(2-chloro-4-(trifluoromethyl)phenoxy)cyclobutyl)methyl 6-oxo-7-oxa-2,5-diazaspiro[3.4]octane-2-carboxylate O=C1NC2(CN(C2)C(=O)OC[C@@H]2C[C@@H](C2)OC2=C(C=C(C=C2)C(F)(F)F)Cl)CO1